[Cr](=O)(=O)([O-])C#N.[Cr](=O)(=O)(O)C#N.[Cr](=O)(=O)([O-])C#N.[Cr](=O)(=O)([O-])C#N.[Ni+2].[K+] potassium nickel tetracyanochromate